FC1=CC=C(C(=O)N(CCCCCCC(=O)N(CC2CCNCC2)CC2=NC(=NC=C2)NC)C(C)C)C=C1 4-fluoro-N-isopropyl-N-(7-(((2-(methylamino)pyrimidin-4-yl)methyl)(piperidin-4-ylmethyl)amino)-7-oxoheptyl)benzamide